FC(CN1N=C(C=2C1=NC(=CC2)N2CCC1(CC(N(C1)C1=NC(=NC(=C1)C(F)(F)F)C)=O)CC2)C)F 8-[1-(2,2-difluoroethyl)-3-methyl-1H-pyrazolo[3,4-b]pyridin-6-yl]-2-[2-methyl-6-(trifluoromethyl)pyrimidin-4-yl]-2,8-diazaspiro[4.5]decan-3-one